(R)-2-(7-(4-ethyl-4-azaspiro[2.5]octan-6-yl)-6,7-dihydro-5H-pyrrolo[2,3-c]pyridazin-3-yl)-3-methyl-5-(trifluoromethyl)phenol C(C)N1C2(CC2)CC[C@H](C1)N1CCC2=C1N=NC(=C2)C2=C(C=C(C=C2C)C(F)(F)F)O